ClC1=CC=CC(=N1)N1N=C(C=C1)OC1=CC(=C(C=C1C)N1CC1)C (E)-N-{4-[[1-(6-chloropyridin-2-yl)-1H-pyrazol-3-yl]oxy]-2,5-dimethylphenyl}ethylenimine